2-chloro-5-ethyl-1-fluoro-12-(methylsulfinyl)-5a,6,7,8,9,10-hexahydro-5H-4-oxa-3,10a,11,13,14-pentaaza-6,9-methanonaphtho[1,8-ab]heptalene-14-carboxylate ClC=1C(=C2N=C(N=C3C2=C(OC(C2C4CCC(CN32)N4C(=O)[O-])CC)N1)S(=O)C)F